imidazoliniumsulfonate [NH+]1(C=NCC1)S(=O)(=O)[O-]